(2,2-dimethyl-2H-chromen-7-yl)methanamine CC1(OC2=CC(=CC=C2C=C1)CN)C